O=C1NC(CCC1N1C(C2=CC=C(C=C2C1)CNC(C(F)(F)C1=NC=CC=C1OCC)=O)=O)=O N-((2-(2,6-dioxopiperidin-3-yl)-1-oxoisoindolin-5-yl)methyl)-2-(3-ethoxypyridin-2-yl)-2,2-difluoroacetamide